C1(CC1)COC(CCC)=O butanoic acid cyclopropylmethyl ester